FC1([C@@H](C1)NC(C1=C(C=C(C=C1OC)C=1N(N=C2C=C(C=C(C12)C(F)F)C=1C=NN(C1)CC)C)OC(F)F)=O)F N-[(1R)-2,2-difluorocyclopropyl]-2-(difluoromethoxy)-4-[4-(difluoromethyl)-6-(1-ethylpyrazol-4-yl)-2-methylindazol-3-yl]-6-methoxybenzamide